C(CCCCCCC\C=C/CCCCCCCC)CC(=O)[O-] Z-9-octadecenylacetate